Alpha-(1-propylnonyl)naphthalene C(CC)C(CCCCCCCC)C1=CC=CC2=CC=CC=C12